N-(2-methoxyethyl)-2-methyl-5-(5-(trifluoromethyl)-4-((2-(trimethylsilyl)ethoxy)methyl)-4H-1,2,4-triazol-3-yl)pyridin-3-amine COCCNC=1C(=NC=C(C1)C1=NN=C(N1COCC[Si](C)(C)C)C(F)(F)F)C